CC1=C2CCC(C2=CC=C1)(O)C1=CN=CN1C(C1=CC=CC=C1)(C1=CC=CC=C1)C1=CC=CC=C1 4-methyl-1-[1-(triphenylmethyl)imidazol-5-yl]-2,3-dihydro-1H-inden-1-ol